tert-butyl-[(3R,5S)-5-[[7-chloro-8-fluoro-4-[(3R)-3-methyl-3-tetrahydropyran-2-yloxy-1-piperidyl]pyrido[4,3-d]pyrimidin-2-yl]oxymethyl]-1-methyl-pyrrolidin-3-yl]oxy-diphenyl-silane C(C)(C)(C)[Si](C1=CC=CC=C1)(C1=CC=CC=C1)O[C@H]1CN([C@@H](C1)COC=1N=C(C2=C(N1)C(=C(N=C2)Cl)F)N2C[C@@](CCC2)(OC2OCCCC2)C)C